7-(7-fluoro-4-oxo-3,4-dihydroquinazolin-2-yl)-N-hydroxyheptanamide FC1=CC=C2C(NC(=NC2=C1)CCCCCCC(=O)NO)=O